C(#N)C1=CC=C(C=C1)N(C(=O)C1=CC=2N(C=C1)N=CC2C=2C=CC(=NC2)NC(OC)=O)C methyl N-[5-[5-[(4-cyanophenyl)-methyl-carbamoyl]pyrazolo[1,5-a]pyridin-3-yl]-2-pyridyl]carbamate